4,8-bis(5-(2-ethylhexyl)thiophen-2-yl)-benzo[1,2-b:4,5-b']dithiophene C(C)C(CC1=CC=C(S1)C1=C2C(SC=C2)=C(C2=C1SC=C2)C=2SC(=CC2)CC(CCCC)CC)CCCC